(diisopropylamino)diiodoborane C(C)(C)N(C(C)C)B(I)I